3,5-difluoro-N-(methyl-d3)-2-nitroaniline FC=1C(=C(NC([2H])([2H])[2H])C=C(C1)F)[N+](=O)[O-]